2-methyl-2-(3-(4,4,5,5-tetramethyl-1,3,2-dioxaborolan-2-yl)phenyl)propionate CC(C(=O)[O-])(C)C1=CC(=CC=C1)B1OC(C(O1)(C)C)(C)C